C(C=C)(=O)OCCCCCCCCCCCCCCCCCCC[Si](C)(C)Cl acryloxynonadecylchlorodimethylsilane